C1(CCC(N1OC(=O)C1=CC=C(C(SSC2=NC=CC=C2)C)C=C1)=O)=O 4-Succinimidyloxycarbonyl-α-methyl-α-[2-pyridyldithio]toluene